C(C)N(CCO)C1=CC=CC=C1 2-(ethylphenylamino)ethanol